C1(CCCCCCCCCCCCC1)C(=O)OCCCCCCN(CCCCCCOC(=O)C1CCCCCCCCCCCCC1)CCCCO ((4-Hydroxybutyl)azanediyl)bis(hexane-6,1-diyl) dicyclotetradecanecarboxylate